tetrahydrophthalazin-5-ol C1NNCC=2C(=CC=CC12)O